rac-tert-butyl 2-{6-bromoimidazo[1,2-a]pyrazin-2-yl}-4-tert-butylpyrrolidine-1-carboxylate BrC=1N=CC=2N(C1)C=C(N2)C2N(CC(C2)C(C)(C)C)C(=O)OC(C)(C)C